CC([Si](=[Hf](C1C2=CC(=CC=C2C=2C=CC(=CC12)C(C)(C)C)C(C)(C)C)C1C=CC=C1)C)C dimethyl-dimethylsilylene(cyclopentadienyl)(2,7-di-tert-butyl-fluoren-9-yl)hafnium